5-(4-(pentan-3-yl)phenoxy)-1H-1,2,3-triazole-4-carboxylic acid CCC(CC)C1=CC=C(OC2=C(N=NN2)C(=O)O)C=C1